4-(4,6-diphenyl-1,3,5-triazin-2-yl)-1-methyl-4,9-dihydro-1H-pyrrolo[2,3-b]quinoxaline C1(=CC=CC=C1)C1=NC(=NC(=N1)C1=CC=CC=C1)N1C2=C(NC3=CC=CC=C13)N(C=C2)C